water zinc gluconate O=C([C@H](O)[C@@H](O)[C@H](O)[C@H](O)CO)[O-].[Zn+2].O.O=C([C@H](O)[C@@H](O)[C@H](O)[C@H](O)CO)[O-]